persulphate S(=O)(=O)([O-])OOS(=O)(=O)[O-]